ClC1=C(C=CC(=C1)N(C)CC=1SC(=CC1)Cl)NC(CC=1SC=CC1)=O N-{2-Chloro-4-[(5-chloro-thiophen-2-ylmethyl)-(methyl)amino]-phenyl}-2-thiophen-2-yl-acetamide